C(#N)C1(CC1)NS(=O)(=O)C=1C=C(C=2N(C1)C(=CN2)C(=O)OCC)N2CCN(CC2)C(N(C)C)=O ethyl 6-[(1-cyanocyclopropyl)sulfamoyl]-8-[4-(dimethylcarbamoyl)piperazin-1-yl]imidazo[1,2-a]pyridine-3-carboxylate